COC1=CC=C(CN2C[C@@H](O[C@H](C2)C)CO)C=C1 ((2R,6S)-4-(4-methoxybenzyl)-6-methylmorpholin-2-yl)methanol